2-chloro-6-fluoro-4-(1-phenyl-1H-pyrazol-4-yl)phenol ClC1=C(C(=CC(=C1)C=1C=NN(C1)C1=CC=CC=C1)F)O